tert-butyl (s)-2-((tert-butoxycarbonyl)amino)-4-((2-(1-(pyridin-2-yl)cyclobutyl)ethyl)sulfonyl)butanoate C(C)(C)(C)OC(=O)N[C@H](C(=O)OC(C)(C)C)CCS(=O)(=O)CCC1(CCC1)C1=NC=CC=C1